8-(Cyclopropylmethoxy)-6-(4-fluorophenyl)-N-[(6-methylpyridazin-3-yl)methyl]quinazolin-4-amine C1(CC1)COC=1C=C(C=C2C(=NC=NC12)NCC=1N=NC(=CC1)C)C1=CC=C(C=C1)F